tert-butyl (5-(2-(2-(5-bromothiophen-2-yl)-5-methylpiperidin-1-yl)-2-oxoacetamido)-3-methylpyridin-2-yl)carbamate BrC1=CC=C(S1)C1N(CC(CC1)C)C(C(=O)NC=1C=C(C(=NC1)NC(OC(C)(C)C)=O)C)=O